ethyl (2S)-2-[4-bromo-2-(4-butoxy-4,5-dihydroisoxazol-3-yl)phenoxy]propanoate BrC1=CC(=C(O[C@H](C(=O)OCC)C)C=C1)C1=NOCC1OCCCC